C(CCCCC)[Sn](N(C)C)(N(C)C)N(C)C hexyltris(dimethylamino)tin